4-[4-Cyano-6-(2,6-dichloro-4-trifluoromethyl-benzyl)-3-hydroxy-pyridin-2-yl]-4-oxo-butyric acid C(#N)C1=C(C(=NC(=C1)CC1=C(C=C(C=C1Cl)C(F)(F)F)Cl)C(CCC(=O)O)=O)O